O=C1NC(CCC1N1C(N(C2=C1C=CC(=C2)[C@H]2CN(CC[C@@H]2F)CC(=O)NC2=CC1=CC(=C(C(=C1C=C2)F)N2S(NC(C2)=O)(=O)=O)O)C)=O)=O 2-[(3S,4S)-3-[1-(2,6-dioxo-3-piperidyl)-3-methyl-2-oxo-benzimidazol-5-yl]-4-fluoro-1-piperidyl]-N-[5-fluoro-7-hydroxy-6-(1,1,4-trioxo-1,2,5-thiadiazolidin-2-yl)-2-naphthyl]acetamide